1-isopropyl-3-(phenylethynyl)-1H-pyrazolo[3,4-d]pyrimidin-amine C(C)(C)N1NC(C=2C1=NC=NC2)(N)C#CC2=CC=CC=C2